C(C)C(C)(C1=CC=CC=C1)C1=CC=C(C(=C1)C(C)(CC)C1=CC=CC=C1)O 4,6-bis(1-ethyl-1-phenyl-ethyl)phenol